methyl (S)-2-((4-(6-((4-cyano-2-fluorobenzyl)oxy)pyridin-2-yl)piperidin-1-yl)methyl)-3-(oxetan-2-ylmethyl)-3H-imidazo[4,5-b]pyridine-5-carboxylate C(#N)C1=CC(=C(COC2=CC=CC(=N2)C2CCN(CC2)CC2=NC=3C(=NC(=CC3)C(=O)OC)N2C[C@H]2OCC2)C=C1)F